O.[N+](=O)([O-])[O-].[N+](=O)([O-])[O-].[O-2].[Zr+4] zirconium oxide dinitrate hydrate